C1(=CC=CC=C1)COC(=O)N[C@@H](CO)C(=O)O ((phenylmethoxy)carbonyl)-L-serine